1-(3-Methoxyloxy-4-methoxyphenyl)methanol O(C)OC=1C=C(C=CC1OC)CO